[Li+].C1(CC1)[C@H]1[C@@H](N1)C(=O)[O-] (2R,3S)-3-cyclopropylaziridine-2-carboxylic acid lithium salt